COC=1N=C(C2=C(N1)CNCC2)OC2=C(C=CC=C2)C(F)(F)F 2-methoxy-4-[2-(trifluoromethyl)phenoxy]-5H,6H,7H,8H-pyrido[3,4-d]pyrimidine